1-(1H-pyrazol-4-yl)piperazine bis(trifluoroacetic acid) salt FC(C(=O)O)(F)F.FC(C(=O)O)(F)F.N1N=CC(=C1)N1CCNCC1